C1=C(C=CC2=CC=C3C=C4C=CC=CC4=CC3=C12)[B] 2-Tetraphenylboron